CNC(CCCS(=O)(=O)C1=CC2=C(N3C(S2)=NC(=C3)C3=CC=C(C=C3)C(F)(F)F)C=C1)=O N-Methyl-4-((2-(4-(trifluoromethyl)phenyl)benzo[d]imidazo[2,1-b]thiazol-7-yl)sulfonyl)butanamide